ClC1=C(C(=O)C2C(CCCC2=O)=O)C=CC(=C1)S(=O)(=O)C 2-[2-chloro-4-(methylsulfonyl)benzoyl]-1,3-cyclohexanedione